(S)-3-chloro-N-(1-(1-(5-((dimethyl(oxo)-λ6-sulfaneylidene)amino)pyridin-2-yl)-1H-1,2,4-triazol-5-yl)ethyl)-5-(trifluoromethyl)benzamide ClC=1C=C(C(=O)N[C@@H](C)C2=NC=NN2C2=NC=C(C=C2)N=S(=O)(C)C)C=C(C1)C(F)(F)F